ClC1=NC(=NC=C1)S(=O)(=O)C 4-chloro-2-(methyl-sulfonyl)pyrimidine